BrC1=NN(C(=C1)C(=O)NC1=C(C=C(C=C1C(NC(C)C1CC1)=O)Cl)Br)C1=NC=CC=C1Cl 3-Bromo-N-{2-bromo-4-chloro-6-[(1-cyclopropylethyl)carbamoyl]phenyl}-1-(3-chloropyridin-2-yl)-1H-pyrazol-5-carboxamid